(S)-1-(4-methoxy-3-sulfonyl-phenyl)propane COC=1C(CC(=CC1)CCC)=S(=O)=O